1-(6-(7-oxa-2-azaspiro[3.5]nonan-2-yl)pyrimidin-4-yl)-4-(1H-1,2,3-triazole-1-yl)-1,2-dihydro-3H-pyrazole C1N(CC12CCOCC2)C2=CC(=NC=N2)N2NCC(=C2)N2N=NC=C2